(4Z)-4-[(3-nitrophenyl)methylene]-2-[3-(trifluoromethyl)phenyl]oxazol-5-one ethyl-(E)-3-(4-bromo-3-chloro-phenyl)-2-methyl-prop-2-enoate C(C)OC(\C(=C\C1=CC(=C(C=C1)Br)Cl)\C)=O.[N+](=O)([O-])C=1C=C(C=CC1)\C=C\1/N=C(OC1=O)C1=CC(=CC=C1)C(F)(F)F